4-(5-(p-toluylamino)pyridin-3-yl)2-hydroxybenzoic acid C1(=CC=C(C=C1)NC=1C=C(C=NC1)C1=CC(=C(C(=O)O)C=C1)O)C